OCC1(CCCC1)NS(=O)(=O)C1=CC(=CC=C1)C N-(1-(hydroxymethyl)cyclopentyl)-3-methylbenzenesulfonamide